CN(C)CC1=CC(=C(C=C1)OC(CCCCCCC\C=C/CCCCCCCC)=O)OC(CCCCCCC\C=C/CCCCCCCC)=O N,N-dimethyl-3,4-dioleoyloxybenzyl-amine